C(C1=CC=CC=C1)OC1=C(C=C(C(=C1F)NC1=CC=C(C=C1)N1CCC(CC1)(C)C)N)F 5-(benzyloxy)-N1-(4-(4,4-dimethylpiperidin-1-yl)phenyl)-4,6-difluorobenzene-1,2-diamine